(3,5-dimethoxyphenyl)(1-((1R,2S,5R)-2-isopropyl-5-methylcyclohexyl)-1H-1,2,3-triazole-4-yl)methanone COC=1C=C(C=C(C1)OC)C(=O)C=1N=NN(C1)[C@H]1[C@@H](CC[C@H](C1)C)C(C)C